ClC1=CC=C(C=C1)C1=NC(=NC(=C1C#N)OC(C)C)C1=CC=CC=C1 4-(4-Chloro-phenyl)-6-isopropoxy-2-phenyl-pyrimidine-5-carbonitrile